CC1=CC=2C(C=3N=C(N=CC3C2C=C1)C(F)(F)F)=O 7-methyl-2-(trifluoromethyl)-9H-indeno[2,1-d]Pyrimidin-9-one